7-fluoro-2-[(1S,2S)-2-fluorocyclopropyl]sulfonyl-6,7-dihydro-5H-pyrrolo[1,2-b][1,2,4]triazole FC1CCN2N=C(N=C21)S(=O)(=O)[C@@H]2[C@H](C2)F